benzenepropanoate C1(=CC=CC=C1)CCC(=O)[O-]